(3S,4R,6R)-4-((tert-butoxycarbonyl)amino)-6-((S)-1-(4-fluorophenyl)-1,2,3,4-tetrahydroisoquinoline-2-carbonyl)tetrahydro-2H-pyran-3-yl 4-nitrobenzoate [N+](=O)([O-])C1=CC=C(C(=O)O[C@@H]2CO[C@H](C[C@H]2NC(=O)OC(C)(C)C)C(=O)N2[C@H](C3=CC=CC=C3CC2)C2=CC=C(C=C2)F)C=C1